4-(4-(trifluoromethyl)phenyl)-2-methylpiperidine FC(C1=CC=C(C=C1)C1CC(NCC1)C)(F)F